6-[3-(5-Chloro-2-methoxypyridine-3-sulfonamido)-2,6-difluorophenyl]imidazo[1,5-a]pyridine-1-carboxylic acid ClC=1C=C(C(=NC1)OC)S(=O)(=O)NC=1C(=C(C(=CC1)F)C=1C=CC=2N(C1)C=NC2C(=O)O)F